S(N)(=O)(=O)C=CC1N(CCC1)C(=O)OC(C)(C)C tert-butyl 2-(2-sulfamoylvinyl)pyrrolidine-1-carboxylate